C12(CC3CC(CC(C1)C3)C2)CN2N=CC(=C2C)C2=C(C=3N(C=C2)N=C(N3)NC3=CC(=CC=C3)C(NC=3SC2=C(N3)C=CC=C2)=O)C(=O)O 7-(1-(adamantan-1-ylmethyl)-5-methyl-1H-pyrazol-4-yl)-2-((3-(benzo[d]thiazol-2-ylcarbamoyl)phenyl)amino)-[1,2,4]triazolo[1,5-a]pyridine-8-carboxylic acid